2-((5-(5-(difluoromethyl)-1,3,4-oxadiazole-2-yl)pyrimidine-2-yl)methyl)-6-(1-ethylpiperidine-4-yl)-4,4-dimethylisoquinoline-1,3(2H,4H)-dione FC(C1=NN=C(O1)C=1C=NC(=NC1)CN1C(C2=CC=C(C=C2C(C1=O)(C)C)C1CCN(CC1)CC)=O)F